3,3,4,4,5,5-hexafluoro-1,2-bis(perfluoro-tert-butyl)-1-cyclopentene FC1(C(=C(C(C1(F)F)(F)F)C(C(F)(F)F)(C(F)(F)F)C(F)(F)F)C(C(F)(F)F)(C(F)(F)F)C(F)(F)F)F